2-(6-(4-acetylpiperazin-1-yl)-2-(5,6-dihydro-1,4-dioxin-2-yl)-5-methyl-7-oxo-[1,2,4]triazolo[1,5-a]pyrimidin-4(7H)-yl)-N-(4-(trifluoromethyl)phenyl)acetamide C(C)(=O)N1CCN(CC1)C1=C(N(C=2N(C1=O)N=C(N2)C=2OCCOC2)CC(=O)NC2=CC=C(C=C2)C(F)(F)F)C